C(#N)N1C[C@H](CC1)CNC(=O)C1=NN2C(C=CC=C2)=C1 (R)-N-((1-Cyanopyrrolidin-3-yl)methyl)pyrazolo[1,5-a]pyridin-2-carboxamid